(E)-N2-(bicyclo[2.2.1]heptan-2-yl)-9-(hydroxyimino)-N7-(4-(trifluoromethyl)cyclohexyl)-9H-fluorene-2,7-disulfonamide C12C(CC(CC1)C2)NS(=O)(=O)C2=CC=1/C(/C3=CC(=CC=C3C1C=C2)S(=O)(=O)NC2CCC(CC2)C(F)(F)F)=N/O